5-[2,6-bis(1,1-dimethylethyl)-4-pyrimidinyl]-4,5,6,7-tetrahydro-thiazolo[5,4-c]pyridine CC(C)(C)C1=NC(=CC(=N1)N1CC2=C(CC1)N=CS2)C(C)(C)C